(1s,3s,4r)-p-mentha-8-en-3-ol [C@H]1(C[C@@H]([C@H](CC1)C(=C)C)O)C